C(C)NC=1C2=C(N=C(N1)NC1=CC=C(C=3OCCOC31)S(=O)(=O)N3CCC(CC3)N3CCOCC3)NC=C2C(F)(F)F N4-ethyl-N2-(8-((4-morpholino-piperidin-1-yl)sulfonyl)-2,3-dihydro-benzo[b][1,4]dioxin-5-yl)-5-(trifluoromethyl)-7H-pyrrolo[2,3-d]pyrimidine-2,4-diamine